ClC=1C(=NC(=NC1)NC=1C=CC2=C(NN=C2C1)C)NC1=C(C=CC=C1)CS(=O)(=O)N (2-((5-chloro-2-((3-methyl-2H-indazol-6-yl)amino)pyrimidin-4-yl)amino)phenyl)methylsulfonamide